5-chloro-2-{[(3-fluorooxan-4-yl)amino]methyl}-7,8-dihydro-6H-spiro[[1,3]oxazolo[5,4-f]quinazoline-9,1'-cyclohexane]-7-one ClC=1C=C2C(=C3C1NC(NC31CCCCC1)=O)OC(=N2)CNC2C(COCC2)F